C1(CC1)C=1C=C(OC=2C=CC(=C(C2)C2=NN(C=C2NC(=O)C=2C=NN3C2N=CC=C3)C)OC(F)F)C=C(C1)C1(CN(C1)C)O N-[3-[5-[3-cyclopropyl-5-(3-hydroxy-1-methyl-azetidin-3-yl)phenoxy]-2-(difluoromethoxy)phenyl]-1-methyl-pyrazol-4-yl]pyrazolo[1,5-a]pyrimidine-3-carboxamide